NC1=C2C(=NC=N1)N(N=C2N2C(=CC1=CC=CC=C21)C(=O)NC2=NN(C=C2)CC)C(C)(C)C (4-amino-1-tert-butyl-pyrazolo[3,4-d]pyrimidin-3-yl)-N-(1-ethylpyrazol-3-yl)-1H-indole-2-carboxamide